2-[2-(4-methanesulfonylpiperazin-1-yl)pyrimidin-5-yl]-N-{[4-methyl-2-(piperidin-1-yl)phenyl](5-methylfuran-2-yl)methyl}acetamide CS(=O)(=O)N1CCN(CC1)C1=NC=C(C=N1)CC(=O)NC(C=1OC(=CC1)C)C1=C(C=C(C=C1)C)N1CCCCC1